[(3aS,4R,7S,7aR)-7-azido-5-(6-benzyloxyhexyl)-2,2-dimethyl-4,6,7,7a-tetrahydro-3aH-[1,3]dioxolo[4,5-c]pyridin-4-yl]methanol N(=[N+]=[N-])[C@@H]1[C@@H]2[C@H]([C@H](N(C1)CCCCCCOCC1=CC=CC=C1)CO)OC(O2)(C)C